N(N)C(OC1C(OCC1)C)=S O-(2-methyltetrahydrofuran-3-yl) hydrazinecarbothioate